6,6-dimethyl-2-methylenebicyclo[3.1.1]-3-heptanol CC1(C2CC(C(C1C2)=C)O)C